N9-(β-glucopyranosyl)adenine [C@@H]1([C@H](O)[C@@H](O)[C@H](O)[C@H](O1)CO)N1C2=NC=NC(=C2N=C1)N